F[C@H]1C[C@H](N2N=C(N=C21)N2CC(C2)C#N)C2=CC=CC=C2 1-[(5S,7S)-7-fluoro-5-phenyl-6,7-dihydro-5H-pyrrolo[1,2-b][1,2,4]triazol-2-yl]azetidine-3-carbonitrile